N-(1-methyl-1H-pyrazol-4-yl)-4-(8-(1-(propylsulfonyl)azetidin-3-yl)-8-azabicyclo[3.2.1]oct-2-en-3-yl)pyrimidin-2-amine CN1N=CC(=C1)NC1=NC=CC(=N1)C1=CC2CCC(C1)N2C2CN(C2)S(=O)(=O)CCC